2-(5-Fluoropyridin-3-yl)-6-methyl-N-[(3S)-2-oxo-5-phenyl-1,3-dihydro-1,4-benzodiazepine-3-Yl]imidazo[1,2-b]pyridazine-3-carboxamide FC=1C=C(C=NC1)C=1N=C2N(N=C(C=C2)C)C1C(=O)N[C@@H]1C(NC2=C(C(=N1)C1=CC=CC=C1)C=CC=C2)=O